N(=C=S)C1=NC=CC=C1C 2-isothiocyanato-3-methyl-pyridine